C1(CC1)N1N=CC(=C1)C=1C=C(C=CC1)N(C(=O)[C@@H]1CC[C@H](CC1)C(=O)OCCCCC)C[C@@H]1CC[C@H](CC1)C1=CC(=C(C=C1)OC)C trans-Pentyl 4-((3-(1-cyclopropyl-1H-pyrazol-4-yl)phenyl)((trans-4-(4-methoxy-3-methylphenyl)cyclohexyl)methyl)carbamoyl)-cyclohexanecarboxylate